BrC1=CC2=C(S(CC(CN2C2CCC(CC2)(F)F)CCC(C)(F)F)(=O)=O)C=C1OC 7-bromo-3-(3,3-difluorobutyl)-5-(4,4-difluorocyclohexyl)-8-methoxy-2,3,4,5-tetrahydrobenzo[b][1,4]thiazepine 1,1-dioxide